Cl.CC1=CNC2=NC=CC(=C21)N2CCSC(=C2)C(=O)NCC2NCCNC2 4-(3-methyl-1H-pyrrolo[2,3-b]pyridin-4-yl)-N-(piperazin-2-ylmethyl)-3,4-dihydro-2H-1,4-thiazine-6-carboxamide hydrochloride